C(C)OC1=C(C(=CC(=C1)CN1CCC2(CN(C2)C2=CC=C(C(=O)OC)C=C2)CC1)OCC)C1=CC=C(C=C1)F methyl 4-(7-((2,6-diethoxy-4'-fluoro-[1,1'-biphenyl]-4-yl)methyl)-2,7-diazaspiro[3.5]nonan-2-yl)benzoate